(R)-isopropyl 3-amino-1-(5-(5-(1-(3,5-dichloropyridin-4-yl)ethoxy)-1H-indazol-3-yl)-3-fluoropyridin-2-yl)azetidine-3-carboxylate NC1(CN(C1)C1=NC=C(C=C1F)C1=NNC2=CC=C(C=C12)O[C@H](C)C1=C(C=NC=C1Cl)Cl)C(=O)OC(C)C